methyl 2,5-di-chloronicotinate ClC1=C(C(=O)OC)C=C(C=N1)Cl